FC(OC=1C=C(C=CC1)C1=CC(=C(S1)C)C(=O)NC1=NC(=NS1)CC(C)=O)F 5-(3-(Difluoromethoxy)phenyl)-2-methyl-N-(3-(2-oxopropyl)-1,2,4-thiadiazol-5-yl)thiophene-3-carboxamide